C(C)(C)(C)C1=CC=C(C=C1)N(C1=C(C(=CC=C1)N(C1=CC=CC=C1)C1=CC=CC=C1)Cl)C1=CC=C(C=C1)C(C)(C)C N1,N1-bis(4-(tert-butyl)phenyl)-2-chloro-N3,N3-diphenylbenzene-1,3-diamine